CO[Si](C)OC dimethoxy(methyl)silicon